C(C1=CC=CC=C1)OC=1C=C(C(=O)O)C=C(C1)OCC1=CC=CC=C1 3,5-bis(benzyloxy)benzoic acid